BrC=1C(=C(OC2=NC=C(C=C2)C(F)(F)F)C=CC1)C 2-(3-bromo-2-methylphenoxy)-5-(trifluoromethyl)pyridine